2-(3-bromophenyl)-3-cyanomethyl-indazole BrC=1C=C(C=CC1)N1N=C2C=CC=CC2=C1CC#N